1-ethyl-5-[2-fluoro-6-(prop-2-ylamino)pyridin-3-yl]-N-[(3S)-2-oxo-5-phenyl-1,3-dihydro-1,4-benzodiazepine-3-Yl]pyrazole-4-carboxamide C(C)N1N=CC(=C1C=1C(=NC(=CC1)NC(C)C)F)C(=O)N[C@@H]1C(NC2=C(C(=N1)C1=CC=CC=C1)C=CC=C2)=O